2-[3-methyl-1-(2,2,2-trifluoroethyl)pyrazol-4-yl]pyridine-3-carbaldehyde CC1=NN(C=C1C1=NC=CC=C1C=O)CC(F)(F)F